6-[1-(acetyloxy)-2-methylpropan-2-yl]pyridine-3-carboxylic acid C(C)(=O)OCC(C)(C)C1=CC=C(C=N1)C(=O)O